3-(4-(4-chloro-3-fluorophenoxy)-2-methyl-5-(1-fluoro-6,7-dihydro-1H-pyrrolo[2,3-c]pyridin-3-yl)phenyl)-1-methylimidazoline-2,4-dione ClC1=C(C=C(OC2=CC(=C(C=C2C2=CN(C=3CNC=CC32)F)N3C(N(CC3=O)C)=O)C)C=C1)F